(R)-2'-amino-6'-mercapto-6-(2-(methoxy-d3)propoxy)-[3,4'-bipyridine]-3',5'-dicarbonitrile NC1=NC(=C(C(=C1C#N)C=1C=NC(=CC1)OC[C@@H](C)OC([2H])([2H])[2H])C#N)S